OC(CN(CCN1CCNCC1)CC(CCCCCCCCCC)O)CCCCCCCCCC (2-(bis(2-hydroxydodecyl)amino)ethyl)piperazine